[Si](C)(C)(C(C)(C)C)O[C@H]1C[C@@H](N(C1)C(=O)OC(C)(C)C)C=1NC2=C(N1)C(=C1C(=C2F)CC(C1)C=O)F tert-butyl (2R,4S)-4-[tert-butyl(dimethyl)silyl]oxy-2-(4,8-difluoro-6-formyl-3,5,6,7-tetrahydrocyclopenta[f]benzimidazol-2-yl)pyrrolidine-1-carboxylate